COC(=O)C1=C(C=C(C=C1)C1=CC=CC=C1)N1C(C2=CC=C(C=C2C1=O)C(=O)NS(=O)(=O)C)=O 3-(5-Methanesulfonylaminocarbonyl-1,3-dioxo-1,3-dihydroisoindol-2-yl)biphenyl-4-carboxylic acid methyl ester